[N+](=O)([O-])C1=C(C=CC=C1)\C=C\C(=O)C1=CC=CC=C1 nitro-chalcone